3-acetyl-6-(4-fluorophenoxy)pyridine C(C)(=O)C=1C=NC(=CC1)OC1=CC=C(C=C1)F